(R)-N-cyano-N'-((1,2,3,5,6,7-hexahydro-s-indacen-4-yl)carbamoyl)benzenesulfonimidamide C(#N)N[S@](=O)(=NC(NC1=C2CCCC2=CC=2CCCC12)=O)C1=CC=CC=C1